2-(dodecylamino)-1-ethanol C(CCCCCCCCCCC)NCCO